N[C@@H](C(=O)O)CCSCC D-2-amino-4-(ethylsulfanyl)butyric acid